(2R,6S)-4-(5-cyanopyrimidin-2-yl)-2,6-dimethyl-N-{2-[1-(pyrimidin-2-ylmethyl)piperidin-4-yl]ethyl}piperazine-1-carboxamide C(#N)C=1C=NC(=NC1)N1C[C@H](N([C@H](C1)C)C(=O)NCCC1CCN(CC1)CC1=NC=CC=N1)C